(2S)-2-(((2-(3-chlorophenyl)-2,2-difluoro-1-(3-fluorophenyl)ethoxy)carbonyl)amino)hexanoic acid ClC=1C=C(C=CC1)C(C(OC(=O)N[C@H](C(=O)O)CCCC)C1=CC(=CC=C1)F)(F)F